1-butyl-3-methylimidazole proline salt N1[C@@H](CCC1)C(=O)O.C(CCC)N1CN(C=C1)C